(5-chloro-2-((1-ethyl-1H-pyrazol-4-yl)amino)pyrimidin-4-yl)benzoic acid ClC=1C(=NC(=NC1)NC=1C=NN(C1)CC)C1=C(C(=O)O)C=CC=C1